NC1=PCCC1 amino-phospholene